S(=O)(O)S(=O)O.[N+](=O)([O-])C1=C(C=O)C=CC=C1 o-nitrobenzaldehyde hydrosulfite